3-pyridyl-oxyaniline N1=CC(=CC=C1)ONC1=CC=CC=C1